(R)-3-hydroxy-1-methyl-3-(3-(6-(2-((1-(1-methyl-1H-pyrazol-5-yl)ethyl)amino)pyrimidin-4-yl)pyridin-2-yl)isoxazol-5-yl)pyrrolidin-2-one O[C@@]1(C(N(CC1)C)=O)C1=CC(=NO1)C1=NC(=CC=C1)C1=NC(=NC=C1)NC(C)C1=CC=NN1C